C(C)NC1CCN(CC1)C=1C2=CN(N=C2C(=CC1)C(=O)NC=1C(=C(C=2N(C1)C=C(N2)C)F)OC)C 4-[4-(ethylamino)piperidin-1-yl]-N-{8-fluoro-7-methoxy-2-methylimidazo[1,2-a]pyridin-6-yl}-2-methylindazole-7-carboxamide